(Z)-4-amino-5-phenylpent-3-en-2-one N\C(=C/C(C)=O)\CC1=CC=CC=C1